(R)-6-((2,2-dioxido-2-thia-6-azaspiro[3.3]heptan-6-yl)methyl)-2-(3-(3-(fluoro(4-methyl-4H-1,2,4-triazol-3-yl)methyl)oxetan-3-yl)phenyl)-4-(trifluoromethyl)isoindolin-1-one O=S1(CC2(C1)CN(C2)CC2=CC(=C1CN(C(C1=C2)=O)C2=CC(=CC=C2)C2(COC2)[C@H](C2=NN=CN2C)F)C(F)(F)F)=O